N-(1-(imidazo[1,2-a]pyrazin-3-ylmethyl)indolin-6-yl)-3-(4-methyl-1H-imidazol-1-yl)-5-(trifluoromethyl)benzamide N=1C=C(N2C1C=NC=C2)CN2CCC1=CC=C(C=C21)NC(C2=CC(=CC(=C2)C(F)(F)F)N2C=NC(=C2)C)=O